C(#N)C(C(=O)O)=CC1=CC=C(C=C1)O α-Cyano-4-hydroxy-cinnamic acid